[Si](C)(C)(C(C)(C)C)OCC(C)(C)NS(=O)(=O)C=1C=C(C=CC1C1=CN=C(S1)[C@@H]1CC[C@H](CC1)NC(=O)OC(C)C)NC(OC1=CC=C(C=C1)[N+](=O)[O-])=O trans-(4-nitrophenyl) N-[3-[[2-[tert-butyl(dimethyl)silyl] oxy-1,1-dimethyl-ethyl]sulfamoyl]-4-[2-[4-(isopropoxycarbonylamino)cyclohexyl]thiazol-5-yl]phenyl]carbamate